C(C)(C)(C)OC(N(C)CC1=C(OC2=C1C=CC=C2O)C)=O ((7-hydroxy-2-methylbenzofuran-3-yl)methyl)(methyl)carbamic acid tert-butyl ester